C(C1=CC=CC=C1)(=O)O[C@H]1[C@@H](N(C1)C=1N=C(C2=C(N1)CCC2)Cl)C (2S,3R)-1-(4-chloro-6,7-dihydro-5H-cyclopenta[d]pyrimidin-2-yl)-2-methylazetidin-3-yl benzoate